bis(biphenyl-4-yl)-{4-(7,7-diphenyl-7H-12-oxa-indeno[1,2-a]fluoren-5-yl)-phenyl}-amine C1(=CC=C(C=C1)N(C1=CC=C(C=C1)C1=CC2=C(C=3OC=4C=CC=CC4C13)C1=CC=CC=C1C2(C2=CC=CC=C2)C2=CC=CC=C2)C2=CC=C(C=C2)C2=CC=CC=C2)C2=CC=CC=C2